(1-(4-(2-(3-(1-methyl-1H-pyrazol-4-yl)benzoylamino)-1-phenyl-1H-imidazol-4-yl)butanoyl)piperidin-4-yl)carbamic acid tert-butyl ester C(C)(C)(C)OC(NC1CCN(CC1)C(CCCC=1N=C(N(C1)C1=CC=CC=C1)NC(C1=CC(=CC=C1)C=1C=NN(C1)C)=O)=O)=O